(S)-2-(6,7-dichloro-8-methoxy-1-methyl-4-oxo-1,3,4,5-tetrahydro-2H-pyrrolo[3,4-c]quinolin-2-yl)-2-oxoethyl acetate C(C)(=O)OCC(=O)N1CC=2C(NC=3C(=C(C(=CC3C2[C@@H]1C)OC)Cl)Cl)=O